(R)-2-((1-(2-cyano-3-(1H-imidazol-4-yl)-7-methylquinoxalin-5-yl)ethyl)amino)benzoic acid C(#N)C1=NC2=CC(=CC(=C2N=C1C=1N=CNC1)[C@@H](C)NC1=C(C(=O)O)C=CC=C1)C